N-methyl-4-(5-methyl-1-(2-((5-methylpyridin-3-yl)amino)-2-oxoacetyl)piperidin-2-yl)benzamide CNC(C1=CC=C(C=C1)C1N(CC(CC1)C)C(C(=O)NC=1C=NC=C(C1)C)=O)=O